BrC1=CC2=C(C(=N1)Cl)N(C=N2)C2CC2 6-bromo-4-chloro-3-cyclopropyl-3H-imidazo[4,5-c]pyridine